C1(CC1)C1=NC=NC(=C1C=1N=CC2=C(N1)N(C(C=C2)=O)CC#CCO)OC 2-(4-Cyclopropyl-6-methoxypyrimidin-5-yl)-8-(4-hydroxybut-2-yn-1-yl)pyrido[2,3-d]pyrimidin-7(8H)-one